CC1(CCCC1)C/C=C/CC(=O)OC(C)(C)C tert-butyl (E)-5-(1-methylcyclopentyl)-3-pentenoate